OC[C@H]1O[C@@]2(CCCO2)[C@@H]([C@H]([C@H]1O)N1N=NC(=C1)C1=CC(=C(C(=C1)F)F)F)OCC=1OC(=CC1)C(F)(F)F (5s,7r,8r,9s,10r)-7-(hydroxymethyl)-10-((5-(trifluoromethyl)furan-2-yl)methoxy)-9-(4-(3,4,5-trifluorophenyl)-1H-1,2,3-triazol-1-yl)-1,6-dioxaspiro[4.5]decan-8-ol